N(=C=S)C=1C=C(C=CC1)B(O)O 3-ISOTHIOCYANOPHENYLBORONIC ACID